C(C=C)[C@@]1(C(O[C@H]([C@@H](C1)C1=CC(=CC=C1)Cl)C1=CC=C(C=C1)Cl)=O)C (3S,5S,6R)-3-Allyl-5-(3-chlorophenyl)-6-(4-chlorophenyl)-3-methyltetrahydro-2H-pyran-2-one